[(1,3-oxazol-2-yl)methyl]-7H-pyrrolo[2,3-d]pyrimidin-4-amine hydrochloride Cl.O1C(=NC=C1)CC=1N=C(C2=C(N1)NC=C2)N